ClCCC(=C(C1=CC=CC=C1)C1=CC=C(OCCN2CCC(CC2)CN2C(C(N(C(C2([2H])[2H])([2H])[2H])C=2C(=C3C(N(C(C3=CC2F)=O)C2C(NC(CC2)=O)=O)=O)F)([2H])[2H])([2H])[2H])C=C1)C1=CC=CC=C1 5-(4-((1-(2-(4-(4-chloro-1,2-diphenylbut-1-en-1-yl)phenoxy)ethyl)piperidin-4-yl)Methyl)piperazin-1-yl-2,2,3,3,5,5,6,6-d8)-2-(2,6-dioxopiperidin-3-yl)-4,6-difluoroisoindoline-1,3-dione